COC(=O)C1=CC2=CN(N=C2C=C1OC(C)C)C1CCN(CC1)C(=O)OC1CCN(CC1)C1=NC=C(C=C1F)Br 2-[1-[[1-(5-bromo-3-fluoro-2-pyridinyl)-4-piperidinyl]oxycarbonyl]-4-piperidinyl]-6-isopropoxy-indazole-5-carboxylic acid methyl ester